(1S,2R)-3,3-difluoro-N1-methyl-N1-[1-(propan-2-yl)piperidin-4-yl]cyclohexan-1,2-diamine FC1([C@@H]([C@H](CCC1)N(C1CCN(CC1)C(C)C)C)N)F